2-methyl-5-[3-[[7-(5-methyl-1,2,4-oxadiazol-3-yl)-1-isoquinolinyl]amino]propionylamino]pyrazole-3-carboxylic acid cyclopentyl ester C1(CCCC1)OC(=O)C=1N(N=C(C1)NC(CCNC1=NC=CC2=CC=C(C=C12)C1=NOC(=N1)C)=O)C